C(C)C1=NC=C2N1C(=CC(=N2)C2=CC=NN2C)N2[C@@H](COCC2)C (R)-4-(6-Ethyl-2-(1-methyl-1H-pyrazol-5-yl)imidazo[1,5-a]pyrimidin-4-yl)-3-methylmorpholine